ClC=1C=C(C=CC1)[C@@H]1[C@H](C1)C(=O)NC1=NC=NC(=C1)NCC=1N=C2N(C(N(C=C2)C(C)C)=O)C1 (1S,2S)-2-(3-chlorophenyl)-N-(6-(((6-isopropyl-5-oxo-5,6-dihydroimidazo[1,2-c]pyrimidin-2-yl)methyl)amino)pyrimidin-4-yl)cyclopropane-1-carboxamide